C(#N)/C(=C\C1=C(N(C(=C1)C)C=1OC(=C(C1C#N)C)C)C)/C1=NC2=C(N1)C=C(C=C2)C(=O)OCC ethyl (E)-2-(1-cyano-2-(1-(3-cyano-4,5-dimethylfuran-2-yl)-2,5-dimethyl-1H-pyrrol-3-yl)vinyl)-1H-benzo[d]imidazole-6-carboxylate